OC1=NC=CC(=C1)N1N=C2C=3C=CN=C(CCCCC(C(NC2=C1)=O)C)C3 4-(2-hydroxypyridin-4-yl)-9-methyl-3,4,7,15-tetraazatricyclo[12.3.1.02,6]Octadeca-1(18),2,5,14,16-pentaen-8-one